NC1=C(C(=NN1)C1=CC=C(CNC(C2=C(C=CC=C2)OC)=O)C=C1)C#N N-(4-(5-amino-4-cyano-1H-pyrazol-3-yl)benzyl)-2-methoxybenzamide